ClC1=NC=CC=C1C1(CC1)NC(OC(C)(C)C)=O tert-butyl (1-(2-chloropyridin-3-yl)cyclopropyl)carbamate